BrC1=NC2=C(N1C1=C(C=C(C=C1C(C)C)C1=CC=CC=C1)C(C)C)C=CC=C2 2-bromo-1-(3,5-diisopropyl-[1,1-biphenyl]-4-yl)-1H-benzo[d]imidazole